ClC1=NC=C(C=C1)C1NCCC1 2-chloro-5-(pyrrolidin-2-yl)pyridine